C(C)OC(=O)C=1N=NSC1C1=CC=C(C=C1)Br 5-(4-bromophenyl)-1,2,3-thiadiazole-4-carboxylic acid ethyl ester